N-((S)-1-(2,4-difluorophenyl)ethyl)-2-(2,4-dioxo-1,4-dihydroquinazolin-3(2H)-yl)-3-phenylpropanamide FC1=C(C=CC(=C1)F)[C@H](C)NC(C(CC1=CC=CC=C1)N1C(NC2=CC=CC=C2C1=O)=O)=O